FC(C=1N=C2N(C(=CC(=N2)C(F)(F)F)NCC2(CC(C2)O)C2=CC=C(C=C2)F)C1)(F)F 3-(((2,7-Bis(trifluoromethyl)imidazo[1,2-a]pyrimidin-5-yl)amino)methyl)-3-(4-fluorophenyl)cyclobutan-1-ol